[C].[Na].[Fe] Iron-sodium carbon